1-(4-bromophenyl)-2-phenylethane-1,2-dione BrC1=CC=C(C=C1)C(C(=O)C1=CC=CC=C1)=O